4-[(Phenylsulfonyl)hydrazinylidene]-nitrobenzene C1(=CC=CC=C1)S(=O)(=O)NN=C1CC=C(C=C1)[N+](=O)[O-]